(R)-di-tert-butyl 2-(2-(8-hydroxy-[1,2,4]triazolo[1,5-a]pyridin-5-yl)acetamido)succinate OC=1C=2N(C(=CC1)CC(=O)N[C@@H](C(=O)OC(C)(C)C)CC(=O)OC(C)(C)C)N=CN2